(2-FORMYLPHENOXY)ACETONITRILE C(=O)C1=C(OCC#N)C=CC=C1